tert-butyl 6-amino-4,4-dimethyl-1-oxo-3H-isoquinoline-2-carboxylate NC=1C=C2C(CN(C(C2=CC1)=O)C(=O)OC(C)(C)C)(C)C